ClC=1C=C(C=CC1)C1CN(CC1)C(CN(C(C#C)=O)CC(C1=CC=CC=C1)C1CCC1)=O N-[2-[3-(3-Chlorophenyl)pyrrolidin-1-yl]-2-oxo-ethyl]-N-(2-cyclobutyl-2-phenyl-ethyl)prop-2-ynamide